6-ethyl-N-methoxy-N-methylimidazo[1,5-a]pyrazine-5-carboxamide C(C)C=1N=CC=2N(C1C(=O)N(C)OC)C=NC2